3-amino-2-methoxy-3-((4-methoxyphenoxy)methyl)isoindolin-1-one NC1(N(C(C2=CC=CC=C12)=O)OC)COC1=CC=C(C=C1)OC